ClC1=NC(=C2C(=N1)N(N=C2)[C@H]2[C@@H]([C@@H]([C@H](O2)CO[C@@H](COCCO)P(O)(O)=O)O)O)NC2CCCC2 |&1:17| rac-(1-(((2R,3S,4R,5R)-5-(6-chloro-4-(cyclopentylamino)-1H-pyrazolo[3,4-d]pyrimidin-1-yl)-3,4-dihydroxytetrahydro-furan-2-yl)methoxy)-2-(2-hydroxyethoxy)ethyl)phosphonic acid